C(C(=C)C)(=O)O.FOF fluoroether methacrylate